2-((4-(6-((7-chlorobenzofuran-4-yl)methoxy)pyridin-2-yl)piperidin-1-yl)methyl)-1-(2-methoxyethyl)-1H-benzo[d]imidazole-6-carboxylic acid ClC1=CC=C(C=2C=COC21)COC2=CC=CC(=N2)C2CCN(CC2)CC2=NC1=C(N2CCOC)C=C(C=C1)C(=O)O